5-(6-isopropylpyrazin-2-yl)pyridin C(C)(C)C1=CN=CC(=N1)C=1C=CC=NC1